N-(1-cyclopropyl-2-oxo-1,2-dihydropyridin-3-yl)-2-((1r,4r)-4-((4-(4-((2,6-dioxopiperidin-3-yl)oxy)phenyl)piperidin-1-yl)methyl)cyclohexyl)-6-isopropoxy-2H-indazole-5-carboxamide C1(CC1)N1C(C(=CC=C1)NC(=O)C1=CC2=CN(N=C2C=C1OC(C)C)C1CCC(CC1)CN1CCC(CC1)C1=CC=C(C=C1)OC1C(NC(CC1)=O)=O)=O